ClC1=CC=C(C=C1)C(C(=O)N1CC2(C1)C=C(C(C(C2)(C)C)=O)C#N)C 2-[2-(4-chlorophenyl)propanoyl]-8,8-dimethyl-7-oxo-2-azaspiro[3.5]non-5-ene-6-carbonitrile